ClC=1C=C(C=CC1Cl)N1C[C@H](CC1)C(=O)N[C@@H]([C@H](O)C1=CC2=C(OCCO2)C=C1)CN1CCCC1 (S)-1-(3,4-dichlorophenyl)-N-((1R,2R)-1-(2,3-dihydrobenzo[b][1,4]dioxin-6-yl)-1-hydroxy-3-(pyrrolidin-1-yl)propan-2-yl)pyrrolidine-3-carboxamide